C(C)OC(=O)C=1N=CC=2CN(CCC2C1)C1=C(C(=CC=C1)C)F 7-(2-fluoro-3-methylphenyl)-5,6,7,8-tetrahydro-2,7-naphthyridine-3-carboxylic acid ethyl ester